N,4-dimethyl-N-((triisopropylsilyl)ethynyl)benzenesulfonamide CN(S(=O)(=O)C1=CC=C(C=C1)C)C#C[Si](C(C)C)(C(C)C)C(C)C